6-Chloropyrimidine-4,5-diamine ClC1=C(C(=NC=N1)N)N